2,3,4-tribromobenzenesulfonic acid BrC1=C(C=CC(=C1Br)Br)S(=O)(=O)O